C(C)(C)(C)OC(=O)N1CCN(CC1)C1=NC=C(N=C1)C#N Tert-butyl-4-(5-cyanopyrazin-2-yl)piperazine-1-carboxylate